CCCCCCCCCCCCCCCCCCCCCCCCCCCCCC(=O)[O-] The molecule is a straight-chain saturated fatty acid anion that is the conjugate base of melissic acid, arising from deprotonation of the carboxylic acid group. It is a straight-chain saturated fatty acid anion, a fatty acid anion 30:0 and an ultra-long-chain fatty acid anion. It is a conjugate base of a triacontanoic acid.